2-[7-[4-fluoro-2-(2-methoxyethoxy)phenyl]-4-hydroxy-thieno[3,2-c]pyridin-6-yl]-6,7-dihydro-4H-thiazolo[5,4-c]pyridine-5-carboxylic acid tert-butyl ester C(C)(C)(C)OC(=O)N1CC2=C(CC1)N=C(S2)C2=C(C1=C(C(=N2)O)C=CS1)C1=C(C=C(C=C1)F)OCCOC